potassium 2-methylbutan-2-olate CC(C)(CC)[O-].[K+]